CS(=O)(=O)CC1=CC=C(C=C1)NC=1N=CC2=C(N1)CNCC2 N-[4-(methanesulfonylmethyl)phenyl]-5H,6H,7H,8H-pyrido[3,4-d]pyrimidin-2-amine